1,2-nonanediol tetrahexyldecyl-ascorbate C(CCCCC)C([C@@]([C@@]1(C(=C(C(=O)O1)OCCCCCC)O)CCCCCCCCCC)(OCCCCCC)CCCCCC)O.C(C(CCCCCCC)O)O